(2S,3R)-3-((2-oxabicyclo[2.2.2]octan-4-yl)methoxy)-2-amino-1-(4-(thiazol-2-yl)piperidin-1-yl)butan-1-one TFA salt OC(=O)C(F)(F)F.C12OCC(CC1)(CC2)CO[C@@H]([C@@H](C(=O)N2CCC(CC2)C=2SC=CN2)N)C